5-(8-(1-fluoro-3-azabicyclo[3.1.0]hexan-3-yl)imidazo[1,2-b]pyridazin-6-yl)pyrimidine-2,4(1H,3H)-dione FC12CN(CC2C1)C=1C=2N(N=C(C1)C=1C(NC(NC1)=O)=O)C=CN2